2-(4-Bromo-5-(2-chlorophenyl)-1H-imidazol-2-yl)-5-fluoropyridine BrC=1N=C(NC1C1=C(C=CC=C1)Cl)C1=NC=C(C=C1)F